ClC1=CC=C(C(=O)C2=C(C(=O)O)C=C(C=C2F)C(=O)C2CCOCC2)C=C1 (4-chlorobenzoyl)-3-fluoro-5-(tetrahydro-2H-pyran-4-carbonyl)benzoic acid